sodium 2-methyl-2-[(1-oxo-2-propenyl) amino]-1-propanesulfonate CC(CS(=O)(=O)[O-])(C)NC(C=C)=O.[Na+]